tert-butyl (S)-4-(4-cyano-6-(3-hydroxynaphthalen-1-yl)-3-((1-methyl pyrrolidin-2-yl)methoxy)-5,6,7,8-tetrahydro-2,6-naphthyridin-1-yl)piperazine-1-carboxylate C(#N)C1=C(N=C(C=2CCN(CC12)C1=CC(=CC2=CC=CC=C12)O)N1CCN(CC1)C(=O)OC(C)(C)C)OC[C@H]1N(CCC1)C